ClC=1C=C2C(=CN1)N(C(=C2)C=2C(=NC=NC2OC)OC)C 5-[5-chloro-1-methylpyrrolo[2,3-c]pyridin-2-yl]-4,6-dimethoxypyrimidine